methyl (S)-6-((1-(tert-butoxycarbonyl) piperidin-3-yl) amino)-2-chloropyrimidine-4-carboxylate C(C)(C)(C)OC(=O)N1C[C@H](CCC1)NC1=CC(=NC(=N1)Cl)C(=O)OC